4-((2-cyclopropylpropane-2-yl)amino)-2-(((1r,4r)-4-hydroxycyclohexyl)-amino)pyrimidine-5-carboxamide methyl-2-(2-chloropyridin-4-yl)-2-methylpropanoate COC(C(C)(C)C1=CC(=NC=C1)Cl)=O.C1(CC1)C(C)(C)NC1=NC(=NC=C1C(=O)N)NC1CCC(CC1)O